calcium dodecylbenzene-sulfonate C(CCCCCCCCCCC)OS(=O)(=O)C1=CC=CC=C1.[Ca]